(R)-3-hydroxy-3-phenylpropionic acid ethyl ester C(C)OC(C[C@H](C1=CC=CC=C1)O)=O